diisononyl-cyclohexan-1,2-dicarboxylat C(CCCCCC(C)C)OC(=O)C1C(CCCC1)C(=O)OCCCCCCC(C)C